4-((4-aminophenyl)methyl)-3-isopropoxyaniline NC1=CC=C(C=C1)CC1=C(C=C(N)C=C1)OC(C)C